dimethyl sulfide CSC